2-{[4-({2-[(2,4-dichlorophenoxy)methyl]pyridin-4-yl}oxy)piperidin-1-yl]methyl}-1-{[(2S)-oxetan-2-yl]methyl}-1H-1,3-benzodiazole-6-carboxylic acid ClC1=C(OCC2=NC=CC(=C2)OC2CCN(CC2)CC2=NC3=C(N2C[C@H]2OCC2)C=C(C=C3)C(=O)O)C=CC(=C1)Cl